tris[(dimethylvinyl) silyl] phosphate P(=O)(O[SiH2]C=C(C)C)(O[SiH2]C=C(C)C)O[SiH2]C=C(C)C